C[C@@H]1N(CC[C@]2(C1)OCCC1=C2SC(=C1)CO)CC=1N=NN(C1)CCS(=O)(=O)C [(2'S,7R)-2'-methyl-1'-[[1-(2-methylsulfonylethyl)triazol-4-yl]methyl]spiro[4,5-dihydrothieno[2,3-c]pyran-7,4'-piperidine]-2-yl]methanol